C(#N)C1(CC1)NC([C@H](CC(C)(C)F)N[C@H](C(F)(F)F)C=1C=CC2=C(OC3=C2C=C(C=C3)C=3N=CN(C3C)C)C1)=O (S)-N-(1-cyanocyclopropyl)-2-(((S)-1-(8-(1,5-dimethyl-1H-imidazol-4-yl)dibenzo[b,d]furan-3-yl)-2,2,2-trifluoroethyl)amino)-4-fluoro-4-methylpentanamide